C(C=C)(=O)N1C[C@@H](N(CC1)C1=NC(N2C3=C(C(=C(C=C13)Cl)C1=C(C=CC=C1O)F)OC[C@@H]2CO)=O)C (3S,10R)-7-((S)-4-acryloyl-2-methylpiperazin-1-yl)-9-chloro-10-(2-fluoro-6-hydroxyphenyl)-3-(hydroxymethyl)-2H-[1,4]oxazino[2,3,4-ij]quinazolin-5(3H)-one